[Cl-].CC(C)C1=C(C(=CC=C1)C(C)C)N1C=[N+](C=C1)C1=C(C=CC=C1C(C)C)C(C)C 1,3-Bis[2,6-bis(1-methylethyl)phenyl]-1H-imidazolium chlorid